BrC=1C=C(C=CC1F)N1C(=NOC1=C=O)C=1C(=NON1)NCCCS(=O)(=O)N 3-((4-(4-(3-bromo-4-fluorophenyl)-5-carbonyl-4,5-dihydro-1,2,4-oxadiazol-3-yl)-1,2,5-oxadiazol-3-yl)amino)propane-1-sulfonamide